N-(2-acetoxyethyl)-bis[2-(ethoxycarbonyl)ethyl]amine C(C)(=O)OCCN(CCC(=O)OCC)CCC(=O)OCC